FC=1C=NC(=NC1)C(=O)O 5-fluoropyrimidine-2-carboxylic acid